O1C(=CC=C1)C1=NC2=C(N1CCC1=CC=C(C=C1)I)C=CC=C2 2-(2-furyl)-1-(2-(4-iodophenyl)ethyl)-1H-benzimidazole